FC(CC1=CC2=C(N=C(N=C2)NC2CCN(CC2)S(=O)(=O)C)N(C1=O)[C@H]1[C@](CCC1)(C)O)F |o1:25,26| (+)-6-(2,2-difluoroethyl)-8-[(1R*,2R*)-2-hydroxy-2-methylcyclopentyl]-2-{[1-(methylsulfonyl)piperidin-4-yl]amino}pyrido[2,3-d]pyrimidin-7(8H)-one